5-[bis(4-methoxybenzyl)aminocarbonyloxyethoxy]pyridine COC1=CC=C(CN(C(=O)OCCOC=2C=CC=NC2)CC2=CC=C(C=C2)OC)C=C1